3-(oxazol-4-ylmethyl)-5-(trifluoromethoxy)benzaldehyde O1C=NC(=C1)CC=1C=C(C=O)C=C(C1)OC(F)(F)F